anti-methoxy-adrenaline COCNCC(O)C1=CC(O)=C(O)C=C1